C(C)(C)(C)C1=NC(=NO1)C(=O)NC1CC2(C1)CN(CC2)C=2C=1N(C=C(N2)C=2C=NN(C2)C)N=CC1 5-(tert-butyl)-N-((2r,4s)-6-(6-(1-methyl-1H-pyrazol-4-yl)pyrazolo[1,5-a]pyrazin-4-yl)-6-azaspiro[3.4]octan-2-yl)-1,2,4-oxadiazole-3-carboxamide